N[C@@]1(CN(CC1)C1=C(C=NC=C1C1=NC2=C(N1)C=CC=C2C)C(=O)NCC(F)(F)F)C 4-[(3S)-3-amino-3-methylpyrrolidin-1-yl]-5-(4-methyl-1H-1,3-benzodiazol-2-yl)-N-(2,2,2-trifluoroethyl)pyridine-3-carboxamide